(2R,4S)-1-acetyl-4-(3-(cyclopropylmethoxy)-4-(difluoromethoxy)phenyl)-N-(1-oxoisoindolin-5-yl)pyrrolidine-2-carboxamide C(C)(=O)N1[C@H](C[C@H](C1)C1=CC(=C(C=C1)OC(F)F)OCC1CC1)C(=O)NC=1C=C2CNC(C2=CC1)=O